5-(tert-butyl)-3-(4-fluorophenyl)-N-methylpyrazolo[1,5-a]pyrimidin-7-amine C(C)(C)(C)C1=NC=2N(C(=C1)NC)N=CC2C2=CC=C(C=C2)F